C(C)(=O)C1=NN(C2=CC=C(C=C12)C=1C=NC(=NC1)C)CC(=O)N1[C@@H](C=CC1)C(=O)NC1=NC(=CC=C1)Br (S)-1-(2-(3-acetyl-5-(2-methylpyrimidin-5-yl)-1H-indazol-1-yl)acetyl)-N-(6-bromopyridin-2-yl)-2,5-dihydro-1H-pyrrole-2-carboxamide